calcium 2,5-dihydroxybenzenesulfonate hydrate O.OC1=C(C=C(C=C1)O)S(=O)(=O)[O-].[Ca+2].OC1=C(C=C(C=C1)O)S(=O)(=O)[O-]